C(C\C=C/CC)O (3Z)-3-Hexen-1-ol